2-((tert-Butoxycarbonyl)amino)-6-(2-hydroxyphenyl)isonicotinic acid methyl ester COC(C1=CC(=NC(=C1)C1=C(C=CC=C1)O)NC(=O)OC(C)(C)C)=O